5-[2-fluoro-4-[3-(3-methyl-2-oxo-imidazolidin-1-yl)propoxy]phenoxy]imidazo[1,5-a]pyridine-7-carboxamide FC1=C(OC2=CC(=CC=3N2C=NC3)C(=O)N)C=CC(=C1)OCCCN1C(N(CC1)C)=O